[Si](C1=CC=CC=C1)(C1=CC=CC=C1)(C(C)(C)C)OCC1CCC(CO1)O 6-(((tert-butyldiphenylsilyl)oxy)methyl)tetrahydro-2H-pyran-3-ol